tert-butoxycarbonyltryptamine C(C)(C)(C)OC(=O)NCCC1=CNC2=CC=CC=C12